5-(pyrrolidin-1-yl)-2H-tetrazole N1(CCCC1)C=1N=NNN1